β-D-glucosyl-5-hydroxymethylcytosine C1=NC(=O)NC(=C1CO[C@H]2[C@@H]([C@H]([C@@H]([C@H](O2)CO)O)O)O)N